2-sulfoterephthalic acid S(=O)(=O)(O)C1=C(C(=O)O)C=CC(=C1)C(=O)O